(E)-3-(4-(((1-(4-(4-cyano-3-fluorophenyl)-5-(3-hydroxy-4-methoxyphenyl)thiophene-2-carbonyl)piperidin-4-yl)amino)methyl)phenyl)-N-hydroxyacrylamide hydrochloride Cl.C(#N)C1=C(C=C(C=C1)C=1C=C(SC1C1=CC(=C(C=C1)OC)O)C(=O)N1CCC(CC1)NCC1=CC=C(C=C1)/C=C/C(=O)NO)F